diethylthiourea CCN(CC)C(=S)N